2-(8-Hydroxy-1,4-dioxaspiro[4.5]dec-8-yl)-4-methylmorpholin-3-one OC1(CCC2(OCCO2)CC1)C1C(N(CCO1)C)=O